1-[2-(4-bromo-2-chloro-3-methylphenoxy)ethyl]-4-methylpiperazine dihydrochloride Cl.Cl.BrC1=C(C(=C(OCCN2CCN(CC2)C)C=C1)Cl)C